C1(CCC1)CNCC=1C=CC=2N(C1)C=C(N2)CN2N=NC(=C2)C2=NC=CC1=C2C=NN1 N-(cyclobutylmethyl)-1-[2-[[4-(1H-pyrazolo[4,3-c]pyridin-4-yl)triazol-1-yl]methyl]imidazo[1,2-a]pyridin-6-yl]methanamine